(4-(5-fluoropyrimidin-2-yl)-1-methyl-1H-pyrazol-3-yl)methanone FC=1C=NC(=NC1)C=1C(=NN(C1)C)C=O